4-methyl-2,3-dihydro-1,4-benzoxazin-6-amine CN1CCOC2=C1C=C(C=C2)N